5-Fluoro-2-phenyl-1,3-benzoxazole FC=1C=CC2=C(N=C(O2)C2=CC=CC=C2)C1